NC1=C2N=CN(C2=NC(=N1)Cl)[C@H]1[C@@H]([C@@H]([C@H](O1)CO[C@@](C(=O)O)(CC1=CC=C(C=C1)C1=C(C=CC=C1)CC(=O)O)C=1N=CSC1)O)O (S)-2-(((2R,3S,4R,5R)-5-(6-amino-2-chloro-9H-purin-9-yl)-3,4-dihydroxytetrahydrofuran-2-yl)methoxy)-3-(2'-(carboxymethyl)-[1,1'-biphenyl]-4-yl)-2-(thiazol-4-yl)propanoic acid